1,3a,4,10,11,11a-hexahydro-7H-dipyrrolo[3,4-b:3',4'-f][1,4,5]oxathiazonine-2(3H)-carboxylate 5,5-dioxide C1N(CC2NS(C=3C(OCCC21)=CNC3)(=O)=O)C(=O)[O-]